C(C)(C)OP(OC(C)C)(=O)C(C(C)=O)C(C)N [1-(1-aminoethyl)-2-oxopropyl]phosphonic acid diisopropyl ester